O=C([C@H](O)[C@@H](O)[C@H](O)[C@H](O)C(=O)[O-])[O-].[Na+].[Na+] Natrium glucarate